3,4'-diamino-2,2-diphenylpropane NCC(C)(C1=CC=C(C=C1)N)C1=CC=CC=C1